C1(CC1)N1N=CC=2C1=NC(=NC2)C(=O)NC=2C=C1CN(C(C1=CC2)=O)C2C(NC(CC2)=O)=O 1-cyclopropyl-N-[2-(2,6-dioxopiperidin-3-yl)-1-oxo-3H-isoindol-5-yl]pyrazolo[3,4-d]pyrimidine-6-carboxamide